N-(8-Chloro-2-isopropyl-4-oxo-4H-quinazolin-3-yl)-2-(3-fluoro-phenyl)-propionamide ClC=1C=CC=C2C(N(C(=NC12)C(C)C)NC(C(C)C1=CC(=CC=C1)F)=O)=O